C1=CC=CC=2C3=CC=CC=C3C(C12)COC(=O)N[C@@H](CCOP(=O)(OCCC#N)OCC[N+](C)(C)C)C(=O)OC(C)(C)C 2-((((S)-3-((((9H-fluoren-9-yl)methoxy)carbonyl)amino)-4-(tert-butoxy)-4-oxobutoxy)(2-cyanoethoxy)phosphoryl)oxy)-N,N,N-trimethylethan-1-aminium